ClC1=C(C=C2C=NN(C2=C1)C(C(C)(C)C)=O)NC1=CC=C(C=C1)F 1-[6-chloro-5-(4-fluoroanilino)indazol-1-yl]-2,2-dimethyl-propan-1-one